2,3-dimethylmaleic acid di-n-butyl ester C(CCC)OC(\C(=C(/C(=O)OCCCC)\C)\C)=O